FC=1C(=NC=C(C1)F)C(CO)OC 2-(3,5-Difluoro-2-pyridinyl)-2-methoxy-ethanol